N[C@H]1[C@H]([C@H]2[C@H](CN(C2)C(=O)OC(C)(C)C)C1)F tert-butyl (3aS,4S,5R,6aR)-5-amino-4-fluorohexahydrocyclopenta[c]pyrrole-2(1H)-carboxylate